triphenylphosphine monosulfate S(=O)(=O)(O)O.C1(=CC=CC=C1)P(C1=CC=CC=C1)C1=CC=CC=C1